3-(2-((2,6-dimethylphenyl)amino)-2-oxoethyl)-1-methyl-1H-imidazol-3-ium bromide [Br-].CC1=C(C(=CC=C1)C)NC(C[N+]1=CN(C=C1)C)=O